tert-butyl ((3R,4R)-4-((2-methylallyl)oxy)pent-1-en-3-yl)carbamate CC(CO[C@@H]([C@@H](C=C)NC(OC(C)(C)C)=O)C)=C